C(C=C)(=O)N1C(CN(CC1)C1=NC(=NC2=C(C(=C(C=C12)Cl)C1=C2C(=NNC2=CC=C1C)C)F)N1CC(C1)N(C)C)CC#N 2-(1-acryloyl-4-(6-chloro-7-(3,5-dimethyl-1H-indazol-4-yl)-2-(3-(dimethylamino)azetidin-1-yl)-8-fluoroquinazolin-4-yl)piperazin-2-yl)acetonitrile